(S)-3-(3-((R)-ethoxy(4-fluorophenyl)methyl)-5-((2-methylbenzo[d]thiazol-6-yl)amino)phenyl)pentanoic acid C(C)O[C@@H](C=1C=C(C=C(C1)NC1=CC2=C(N=C(S2)C)C=C1)[C@H](CC(=O)O)CC)C1=CC=C(C=C1)F